(S)-1-(tert-butyl)-3-(6-oxo-5-(1-(3-(trifluoromethyl)phenyl)ethyl)-5,6,7,8-tetrahydro-1,5-naphthyridin-2-yl)urea C(C)(C)(C)NC(=O)NC1=NC=2CCC(N(C2C=C1)[C@@H](C)C1=CC(=CC=C1)C(F)(F)F)=O